[Si](C)(C)(C(C)(C)C)OC1(CCN(CC1)C(=O)OC(C)(C)C)CNC(=O)OC tert-Butyl 4-((tert-butyldimethylsilyl)oxy)-4-(((methoxycarbonyl)amino)methyl)piperidine-1-carboxylate